4-(Carboxymethyl)-2-fluorobenzoic acid C(=O)(O)CC1=CC(=C(C(=O)O)C=C1)F